ClC1=CC(=NC=C1)NC=1N=CN(C1)C 4-chloro-N-(1-methylimidazol-4-yl)pyridin-2-amine